methyl (2-(4-(3-(2-(trifluoromethyl)-10H-phenothiazin-10-yl) propyl) piperazin-1-yl) ethyl) succinate C(CCC(=O)OCCN1CCN(CC1)CCCN1C2=CC=CC=C2SC=2C=CC(=CC12)C(F)(F)F)(=O)OC